N1(N=NN=C1)C[C@H](C)OC=1C=C(C=CC1Cl)C=1C=NC(=NC1)NC=1C(=NN(C1)C1CCC(CC1)N1CCOCC1)OCC=1OC=CN1 5-(3-(((S)-1-(1H-tetrazol-1-yl)propan-2-yl)oxy)-4-chlorophenyl)-N-(1-((1r,4r)-4-morpholinocyclohexyl)-3-(oxazol-2-ylmethoxy)-1H-pyrazol-4-yl)pyrimidin-2-amine